IC1=CC=CC=C1I 2,3-diiodobenzene